CC([C@H]1CC[C@H]2[C@@H]3CC[C@@H]4CC(CC[C@]4(C)[C@H]3CC[C@]12C)=O)=O 5β-Pregnan-3,20-dione